5-(2,6-dimethoxyphenyl)-1-(pentan-3-yl)-1H-pyrazol COC1=C(C(=CC=C1)OC)C1=CC=NN1C(CC)CC